[[2-[(2R,5S)-5-methyl-2-[4-(2,2,2-trifluoroethylamino)phenyl]-1-piperidyl]-2-oxo-acetyl]amino]pyridine-3-carboxamide C[C@H]1CC[C@@H](N(C1)C(C(=O)NC1=NC=CC=C1C(=O)N)=O)C1=CC=C(C=C1)NCC(F)(F)F